bis(diethylamino)methyl-(3-isopropenylphenyl)silane C(C)N(CC)C(N(CC)CC)[SiH2]C1=CC(=CC=C1)C(=C)C